(R)-N-(1-(3-bromophenyl)-4,4,4-trifluorobutan-2-yl)-4-(trifluoromethoxy)benzenesulfonamide BrC=1C=C(C=CC1)C[C@H](CC(F)(F)F)NS(=O)(=O)C1=CC=C(C=C1)OC(F)(F)F